(1S,2S,4R,6S)-2-(hydroxymethyl)-2-(methoxymethyl)-6-(trifluoromethyl)quinuclidin-3-one OC[C@]1(N2[C@@H](C[C@H](C1=O)CC2)C(F)(F)F)COC